COC1=NC=C(C2=C1N=C(S2)NC(=O)C2=CN=C(S2)C)C2=CC=CC=C2 2-Methyl-thiazole-5-carboxylic acid (4-methoxy-7-phenyl-thiazolo[4,5-c]pyridin-2-yl)-amide